biphenylyl[phenyl(biphenyl-yl)triazinyl]benzoselenophene C1(=C(C=CC=C1)C1=C([Se]C2=C1C=CC=C2)C2=NN=NC(=C2C2=C(C=CC=C2)C2=CC=CC=C2)C2=CC=CC=C2)C2=CC=CC=C2